3-((7-(3-((S)-3-(azidomethyl)pyrrolidine-1-carbonyl)-4-methyl-6-(trifluoromethyl)pyridin-2-yl)thieno[3,2-b]pyridin-2-yl)methyl)-6,6-dimethyl-3-azabicyclo[3.1.0]hexane-2,4-dione N(=[N+]=[N-])C[C@@H]1CN(CC1)C(=O)C=1C(=NC(=CC1C)C(F)(F)F)C1=C2C(=NC=C1)C=C(S2)CN2C(C1C(C1C2=O)(C)C)=O